Cl.CN(C=1C(=C(C(=CC1)N)N)N)C N,N-dimethylbenzenetetramine hydrochloride